2-[6-amino-5-[8-(5-bromopyrimidin-2-yl)-3,8-diazabicyclo[3.2.1]octan-3-yl]pyridazin-3-yl]phenol NC1=C(C=C(N=N1)C1=C(C=CC=C1)O)N1CC2CCC(C1)N2C2=NC=C(C=N2)Br